C(CCCCCCCCCCCCCCCCC)(=O)[O-] 1-octadecanoate